FC=1C(=CC=2C3=C(NC(C2C1)=O)COC[C@H]3N(C(=O)C=3C=C1N=CC=NC1=CC3)C)F (S)-N-(8,9-Difluoro-6-oxo-1,4,5,6-tetrahydro-2H-pyrano[3,4-c]isoquinolin-1-yl)-N-methylquinoxaline-6-carboxamide